4'-(1-methylethylidene)bicyclohexanol CC(C)=C1CCC(CC1)C1(CCCCC1)O